C(C)(C)(C)OC(=O)N1CCC(C2=CC=C(C=C12)Br)=O 7-bromo-4-oxo-3,4-dihydroquinoline-1(2H)-carboxylic acid tert-butyl ester